Cl.C(C1=CC=CC=C1)N(C(C)=O)C1CCC(CC1)C[C@H]1N[C@H](CC1)[C@@H](O)C1=CC(=CC=C1)F N-benzyl-N-((1S,4r)-4-(((2S,5R)-5-((S)-(3-fluorophenyl)(hydroxy)methyl)pyrrolidin-2-yl)methyl)cyclohexyl)acetamide hydrochloride